C(C)OC(=O)C1CC=2C=3C(=NCC4=NN=C(N4C3SC2C1)C)C1=C(C=CC=C1F)F.C(C)(C)C1=C(C(=C(C(=C1)C(C)C)N=C=O)C(C)C)N=C=O 1,3,5-triisopropyl-2,4-diisocyanatobenzene ethyl-9-(2,6-difluorophenyl)-3-methyl-16-thia-2,4,5,8-tetrazatetracyclo[8.6.0.02,6.011,15]hexadeca-1(10),3,5,8,11(15)-pentaene-13-carboxylate